C1(=CC=CC=C1)[Si](O[Si](O[Si](C)(C1=CC=CC=C1)C1=CC=CC=C1)(C)C)(C)C1=CC=CC=C1 1,1,5,5-tetraphenyl-1,3,3,5-tetramethyltrisiloxane